(benzophenanthreneyl(naphthyl))biphenyl C1(=C2C=3C=CC=CC3C3=C(C2=CC=C1)C=CC=C3)C3=C(C1=CC=CC=C1C=C3)C3=C(C=CC=C3)C3=CC=CC=C3